NC=1C=C(C=C2C=C(N=CC12)NC(=O)[C@H]1[C@@H](C1)C#N)[C@@H]1CNC(O1)=O |&1:19| (±)-trans-N-[8-amino-6-(2-oxo-oxazolidin-5-yl)-3-isoquinolinyl]-2-cyano-cyclopropanecarboxamide